suberyl-glycine C(CCCCCCC(=O)O)(=O)NCC(=O)O